C(#N)C=1C=C2C(=NC1)N(N=C2)C2=NC=C(C(=O)NC[C@H](C(C)(C)OC)F)C(=C2)NC(C)C (R)-6-(5-cyano-1H-pyrazolo[3,4-b]pyridin-1-yl)-N-(2-fluoro-3-methoxy-3-methylbutyl)-4-(isopropylamino)nicotinamide